2-(2-(1,1-difluoroethyl)-4-fluorophenyl)-4,4,5,5-tetramethyl-1,3,2-dioxaborin FC(C)(F)C1=C(C=CC(=C1)F)B1OCC(C(O1)(C)C)(C)C